(S)-2-(4-(2-((4-chloro-2-fluorobenzyl)oxy)pyrimidin-4-yl)-2,3,6-trifluorobenzyl)-1-(4,4-dimethyltetrahydrofuran-3-yl)-4-fluoro-1H-benzo[d]imidazole-6-carboxylic acid ClC1=CC(=C(COC2=NC=CC(=N2)C2=C(C(=C(CC3=NC4=C(N3[C@@H]3COCC3(C)C)C=C(C=C4F)C(=O)O)C(=C2)F)F)F)C=C1)F